di-tert-butyl-2,5-dimethyl-2,5-bis(tert-butylperoxy)hexyne C(C)(C)(C)C(C(C#CC(C)(OOC(C)(C)C)C)(OOC(C)(C)C)C)C(C)(C)C